5-(2,2-dibromoethenyl)phenol BrC(=CC=1C=CC=C(C1)O)Br